2,2,7,7-tetramethyloct-4-enedioic acid CC(C(=O)O)(CC=CCC(C(=O)O)(C)C)C